[Si](C)(C)(C(C)(C)C)OCCN(C(OC(C)(C)C)=O)CC1=C(C(=NC=C1)NC1=C(C(=CC=C1)C1=C(C(=NC=C1)C1=CC(=C(C=C1)CCC=O)OC)Cl)Cl)F tert-butyl (2-((tert-butyldimethylsilyl)oxy)ethyl)((2-((2-chloro-3-(3-chloro-2-(3-methoxy-4-(3-oxopropyl)phenyl)pyridin-4-yl)phenyl)amino)-3-fluoropyridin-4-yl)methyl)carbamate